4-(2-((6-(3-(2-ethoxyphenoxy)phenyl)pyrazin-2-yl)amino)-2-oxoethyl)phenoxy-2-methylpropanoic acid C(C)OC1=C(OC=2C=C(C=CC2)C2=CN=CC(=N2)NC(CC2=CC=C(OC(C(=O)O)(C)C)C=C2)=O)C=CC=C1